COC1C=C(CCC2C(CC2C(C1)(C)OC)(C)C)C 6,8-dimethoxy-4,8,11,11-tetramethylbicyclo[7.2.0]undec-4-ene